2-hydroxy-1-(4-(4-(2-hydroxypropionyl)benzyl)phenyl)-2-methylpropan-1-one OC(C(=O)C1=CC=C(C=C1)CC1=CC=C(C=C1)C(C(C)O)=O)(C)C